3-(Trimethoxysilyl)propylacrylate CO[Si](CCCOC(C=C)=O)(OC)OC